5-([(5-([6-(cyclopropylmethoxy)-2,3-difluorophenyl]methoxy)-2-fluoro-4-methoxyphenyl)carbamoyl]amino)-2H-pyrazole-3,4-dicarboxylic acid diethyl ester C(C)OC(=O)C=1NN=C(C1C(=O)OCC)NC(NC1=C(C=C(C(=C1)OCC1=C(C(=CC=C1OCC1CC1)F)F)OC)F)=O